C1(CCCCC1)N1N=CC=2C1=NC(=NC2O)C2CCCCC2 1,6-dicyclohexyl-1H-pyrazolo[3,4-d]Pyrimidin-4-ol